NC1=NC=CC=C1C1=NC=2C(=NC(=CC2)C2=CC=CC=C2)N1C1=CC=C(CNC(=O)C2=NC(=NC=C2)C#N)C=C1 N-(4-(2-(2-aminopyridin-3-yl)-5-phenyl-3H-imidazo[4,5-b]pyridin-3-yl)benzyl)-2-cyanopyrimidine-4-carboxamide